C(CCCCCCCC)C=1C=C(C=CC1)O m-nonyl-phenol